C1(CCCC1)NC1=NC(=NC=C1\C=C\S(=O)(=O)C1=CC=C(C=C1)OC)NC=1C=C2C=CNC2=CC1 (E)-N4-Cyclopentyl-N2-(1H-indol-5-yl)-5-{2-[(4-methoxyphenyl)sulfonyl]vinyl}pyrimidine-2,4-diamine